C(C)(C)C(C(=O)OCCC)(C(C(=O)OCCC)C(C)C)C#N di-n-propyl 2,3-diisopropyl-2-cyanobutanedioate